N-[4-[4-(2-aminoethyl-sulfonyl)piperazine-1-carbonyl]-3-chloro-phenyl]-5-(2,3-difluoro-4-methoxy-phenyl)-1-methyl-imidazole-2-carboxamide NCCS(=O)(=O)N1CCN(CC1)C(=O)C1=C(C=C(C=C1)NC(=O)C=1N(C(=CN1)C1=C(C(=C(C=C1)OC)F)F)C)Cl